2-(1,3-dioxoisoindolin-2-yl)oxyethanesulfonamide O=C1N(C(C2=CC=CC=C12)=O)OCCS(=O)(=O)N